2-isopropyl-2,3-dimethylbutanamide C(C)(C)C(C(=O)N)(C(C)C)C